ClC=1C(=CC(=NC1)F)N1C(C2=C(C[C@H]1C)N(N=C2)CC2=C(C=CC=C2)F)=O |r| rac-5-(5-chloro-2-fluoropyridin-4-yl)-1-(2-fluorobenzyl)-6-methyl-1,5,6,7-tetrahydro-4H-pyrazolo[4,3-c]pyridin-4-one